N-(1-hydroxy-1,3-dihydro-2,1-benzoxaborol-6-yl)benzamide OB1OCC2=C1C=C(C=C2)NC(C2=CC=CC=C2)=O